5-(methanesulfonyl)-1-phenyl-1H-tetrazole CS(=O)(=O)C1=NN=NN1C1=CC=CC=C1